FC1=C(C=CC=C1F)[C@H]([C@H]1[C@@H]2N(C(C=3N1N=CC(C3OCC=3OC(OC3C)=O)=O)=O)CCC2)C2=CC=C(C=C2)F (9aR,10S)-10-((R)-(2,3-difluorophenyl)(4-fluorophenyl)methyl)-4-((5-methyl-2-oxo-1,3-dioxol-4-yl)methoxy)-8,9,9a,10-tetrahydro-7H-pyrrolo[1',2':4,5]pyrazino[1,2-b]pyridazine-3,5-dione